3-(6-Methylpyridin-2-yl)-4-(3-sulfamoylphenylethynyl)-5-methyl-1H-pyrazole CC1=CC=CC(=N1)C1=NNC(=C1C#CC1=CC(=CC=C1)S(N)(=O)=O)C